Cl.Cl.C1N(CCC2=CC=CC=C12)C[C@H](CN1C[C@H](OC2=C(C1=O)C=CC(=C2)OC2CCN(CC2)CCO)C)O (2R)-4-[(2R)-3-(3,4-dihydro-1H-isoquinolin-2-yl)-2-hydroxy-propyl]-8-[[1-(2-hydroxyethyl)-4-piperidyl]oxy]-2-methyl-2,3-dihydro-1,4-benzoxazepin-5-one dihydrochloride